C1(CCN1)=O propionolactam